O.O=C[C@H](O)[C@@H](O)[C@H](O)[C@H](O)CO glucose monohydrate